C(C)[C@]1(N(NC2=C1CN(C(C2)C)C(=O)O)[C@@H](CNC(OCC2=CC=CC=C2)=O)CO[Si](C(C)(C)C)(C2=CC=CC=C2)C2=CC=CC=C2)C(=O)O (R)-3-ethyl-2-((R)-10,10-dimethyl-3-oxo-1,9,9-triphenyl-2,8-dioxa-4-aza-l-9-silaundec-6-yl)-6-methyl-6,7-dihydro-2H-pyrazolo[4,3-c]Pyridine-3,5(4H)-dicarboxylic acid